6-(2-(3,4-difluorophenoxy)ethoxy)-3-(furan-3-yl)-2-(pyridin-3-yl)-1H-indene-1-One FC=1C=C(OCCOC2=CC=C3C(=C(C(C3=C2)=O)C=2C=NC=CC2)C2=COC=C2)C=CC1F